5-(3-chloro-2-fluoropyridin-4-yl)-3-((2-methoxyethyl)amino)-4H-benzo[e][1,2,4]thiadiazine 1,1-dioxide ClC=1C(=NC=CC1C1=CC=CC2=C1NC(=NS2(=O)=O)NCCOC)F